CN1CC2=C(C3=C(C1)C=C(C=C3)O)C=CC(=C2)O 6-methyl-6,7-dihydro-5H-dibenzo[c,e]azepin-3,9-diol